1-(3-(Aminomethyl)phenyl)-N-(5-((4-cyanophenyl)(cyclopropyl-methylamino)methyl)-2-fluorophenyl)-3-(trifluoromethyl)-1H-pyrazole-5-carboxamide NCC=1C=C(C=CC1)N1N=C(C=C1C(=O)NC1=C(C=CC(=C1)C(N(C)C1CC1)C1=CC=C(C=C1)C#N)F)C(F)(F)F